4-(N-(tert-butyl)sulfamoyl)-N-(1-cyclopentyl-2-oxoindolin-6-yl)-2-(6-azaspiro[2.5]octan-6-yl)benzamide C(C)(C)(C)NS(=O)(=O)C1=CC(=C(C(=O)NC2=CC=C3CC(N(C3=C2)C2CCCC2)=O)C=C1)N1CCC2(CC2)CC1